C(C)OC(=O)C1=CC2=C(S1)C=C(C=C2)O 6-hydroxybenzo[b]thiophene-2-carboxylic acid ethyl ester